(1s,4s)-2'-bromo-5'-chloro-4-(3-chloroanilino)spiro[cyclohexane-1,1'-indene]-4-carboxylic acid BrC=1C2(C3=CC=C(C=C3C1)Cl)CCC(CC2)(C(=O)O)NC2=CC(=CC=C2)Cl